N(=C=O)CCCCCCN(C(N(CCCCCCN=C=O)CCCCCCN=C=O)=O)C(=O)N tris(6-isocyanatohexyl)-biuret